tert-Butyl 4-(5-chlorothiophen-2-yl)piperazine-1-carboxylate ClC1=CC=C(S1)N1CCN(CC1)C(=O)OC(C)(C)C